2-(6-{5-chloro-2-[(oxacyclohex-4-yl)amino]pyrimidin-4-yl}1-oxo-2,3-dihydro-1H-isoindol-2-yl)-N-[(1-hydroxycyclohexyl)methyl]acetamide ClC=1C(=NC(=NC1)NC1CCOCC1)C1=CC=C2CN(C(C2=C1)=O)CC(=O)NCC1(CCCCC1)O